[Ti].C1(CC1)[C@H](C)NC(=O)C=1C=NC=C(C1)C1=CC=CC=2OC(OC21)(F)F N-[(1S)-1-cyclopropylethyl]-5-(2,2-difluoro-2H-1,3-benzodioxol-4-yl)pyridine-3-carboxamide titanium